C(C)(C)N1C(=NN=C1)C1=CC=CC(=N1)N1N(C2=CC(=C(C=C2C1=O)C(=O)N)C)C (2-(6-(4-isopropyl-4H-1,2,4-triazol-3-yl)pyridin-2-yl)-1,6-dimethyl-3-oxo-2,3-dihydro-1H-indazol-5-yl)carboxamide